tris(o-tolyl)selenonium C1(=C(C=CC=C1)[Se+](C1=C(C=CC=C1)C)C1=C(C=CC=C1)C)C